FC1(C=C1C1=CC=C(C=C1)C1=CC=CC=C1)F 4-(3,3-difluorocycloprop-1-en-1-yl)-1,1'-biphenyl